C12CN(CC(CC1)O2)C(=O)N2CC1=C(C=C(C=C1CC2)C=2C=C1C(=NC2)NC=C1C)[C@H]1NCCOC1 (8-oxa-3-azabicyclo[3.2.1]octane-3-yl)(6-(3-methyl-1H-pyrrolo[2,3-b]pyridin-5-yl)-8-((R)-morpholin-3-yl)-3,4-diHydroisoquinolin-2(1H)-yl)methanone